CN1C(NC2=C1C=CC(=C2)[N+](=O)[O-])=O 1-methyl-5-nitro-1H-benzo[d]Imidazol-2(3H)-one